OC(C(=O)O)(C1=CC=C(C=C1)C(F)(F)F)C1=CC=CC=C1 2-hydroxy-2-phenyl-2-(4-(trifluoromethyl)phenyl)acetic acid